C12(C(C=CC=C1)O2)O Phenol oxide